N[C@@H]1CN(CC1)C1=CC=C(C=C1)C1=CC(=CC=C1)C(=O)N[C@@H](C=1NC2=CC=CC=C2C1)C1=C(C=CC(=C1)F)O 4'-((S)-3-aminopyrrolidine-1-yl)-N-((R)-(5-fluoro-2-hydroxyphenyl)(1H-indole-2-yl)methyl)-[1,1'-biphenyl]-3-carboxamide